diglycerol dioleate C(CCCCCCC\C=C/CCCCCCCC)(=O)O.C(CCCCCCC\C=C/CCCCCCCC)(=O)O.OCC(O)CO.OCC(O)CO